dicyclohexyl-octyl-diisopropoxysilane C1(CCCCC1)CC(C)(O[SiH](OC(C)C)CCCCCCCC)C1CCCCC1